CC1=C(C(=CC=C1)C)C1=NC(=NC(=C1)OC1CN(C1)CC1=CC(=CC=C1)C(F)(F)F)NS(=O)(=O)C=1C=NN(C1)C N-[4-(2,6-dimethylphenyl)-6-[1-[[3-(trifluoromethyl)phenyl]methyl]azetidin-3-yl]oxy-pyrimidin-2-yl]-1-methyl-pyrazole-4-sulfonamide